C(C)(C)(C)OC(=O)N1CC2(CC2C1)C(=O)O 3-tert-Butoxy-carbonyl-3-azabicyclo-[3.1.0]hexane-1-carboxylic acid